1-(6-(4,4-difluoropiperidin-1-yl)-5-methylpyridin-3-yl)-3-(5-ethyl-1H-pyrrolo[3,2-b]pyridin-3-yl)urea FC1(CCN(CC1)C1=C(C=C(C=N1)NC(=O)NC1=CNC=2C1=NC(=CC2)CC)C)F